COC=1C(=NC=NC1)N1CCN(CC1)C=O (4-(5-methoxypyrimidin-4-yl)piperazin-1-yl)methanone